C(C)(C)(C)N(NC(=O)OC(=O)OC(C)(C)C)OCCCC Boc (t-butyl-butoxyhydrazinoformate)